COC1=C(SC=C1)B(O)O 3-methoxy-2-thiopheneboronic acid